2-chloro-5-methoxy-N-(4-(1-methyl-4-(trifluoromethyl)-1H-imidazol-2-yl)benzyl)-N-(prop-2-yn-1-yl)pyrimidin-4-amine ClC1=NC=C(C(=N1)N(CC#C)CC1=CC=C(C=C1)C=1N(C=C(N1)C(F)(F)F)C)OC